((5-((2,6-difluorobenzyl)thio)-4-phenyl-4H-1,2,4-triazol-3-yl)methyl)-9H-carbazole FC1=C(CSC=2N(C(=NN2)CC2=CC=CC=3C4=CC=CC=C4NC23)C2=CC=CC=C2)C(=CC=C1)F